[C-]1(C=CC=C1)CC=1N=NNC1.[CH-]1C=CC=C1.[Fe+2] ferrocenylmethyl-1,2,3-triazole